2,3-difluoro-p-phenylenediamine FC1=C(C=CC(=C1F)N)N